ClC=1C=CC(=NC1)CC1=CC(C(=C(N1CC)C1=CC(=C(C=C1)Cl)Cl)C(=O)O)=O 6-[(5-chloro-2-pyridyl)methyl]-2-(3,4-dichlorophenyl)-1-ethyl-4-oxo-pyridine-3-carboxylic acid